CN(S(=O)(=O)C)C1=CC=C(C=C1)C=1C(N(C2=CC=C(C=C2C1)C1=CC=C(C=C1)C1CCN(CC1)C(C)C)C)=O N-methyl-N-[4-(1-methyl-2-oxo-6-{4-[1-(propan-2-yl)piperidin-4-yl]phenyl}-1,2-dihydro-quinolin-3-yl)phenyl]methanesulfonamide